2-(phenylthio)acrylic acid C1(=CC=CC=C1)SC(C(=O)O)=C